C(#N)CC=1C(NC2=CC=CC=C2C1)=O cyanomethyl-quinolone